6-{[(2-chloro-6-fluorophenyl)carbonyl]amino}-N-(3-chloro-2-methylphenyl)-2-(dimethylamino)-1H-benzimidazole-4-carboxamide ClC1=C(C(=CC=C1)F)C(=O)NC=1C=C(C2=C(NC(=N2)N(C)C)C1)C(=O)NC1=C(C(=CC=C1)Cl)C